FC=1C=C(C=NC1OC(C)C)CNC(OC(C)(C)C)=O tert-butyl ((5-fluoro-6-isopropoxypyridin-3-yl)methyl)carbamate